benzyl (2S,5R)-5-((5-(2,2-difluorocyclopropyl)-7H-pyrrolo[2,3-d]pyrimidin-4-yl)amino)-2-methylpiperidine-1-carboxylate FC1(C(C1)C1=CNC=2N=CN=C(C21)N[C@@H]2CC[C@@H](N(C2)C(=O)OCC2=CC=CC=C2)C)F